2-methylprop-2-ene-1-sulfonate sodium [Na+].CC(CS(=O)(=O)[O-])=C